FC1=C(C=CC(=C1F)[N+](=O)[O-])C(C)O (2,3-difluoro-4-nitrophenyl)ethan-1-ol